C(C)OC(=O)C1(N(C[C@H](CC1)O)C(C)=O)C(=O)OCC (5S)-1-acetyl-5-hydroxy-piperidine-2,2-dicarboxylic acid diethyl ester